C(CCCCCC(C)C)C1(C(CCCC1)(C(=O)O)CCCCCCC(C)C)C(=O)O.C1(C(CCCC1)C(=O)OCCCCCCC(C)C)C(=O)OCCCCCCC(C)C diisononyl 1,2-cyclohexanedicarboxylate (diisononylcyclohexane-1,2-dicarboxylate)